2-((1S,4S,5R)-5-((5-cyclopropyl-3-(2,6-dichloro-4-hydroxyphenyl)isoxazol-4-yl)methoxy)-2-azabicyclo[2.2.1]Heptane-2-yl)-4-fluorobenzo[d]Thiazole-6-carboxylic acid C1(CC1)C1=C(C(=NO1)C1=C(C=C(C=C1Cl)O)Cl)CO[C@H]1[C@@H]2CN([C@H](C1)C2)C=2SC1=C(N2)C(=CC(=C1)C(=O)O)F